O1CCOC2=C1C=CC(=C2)C=2C=C(C=CC2)[C@@H](C)NC2=NC(=NC1=CC(=C(C=C21)OC)OC)C N-{(1R)-1-[3-(2,3-dihydro-1,4-benzodioxin-6-yl)phenyl]-ethyl}-6,7-dimethoxy-2-methylquinazolin-4-amine